(2R,4R)-2-(((S)-1-((2-amino-5-chlorobenzyl)amino)-1-oxopropan-2-yl)carbamoyl)-4-phenylpyrrolidine-1-carboxylic acid tert-butyl ester C(C)(C)(C)OC(=O)N1[C@H](C[C@@H](C1)C1=CC=CC=C1)C(N[C@H](C(=O)NCC1=C(C=CC(=C1)Cl)N)C)=O